N-(2-amino-3-fluoro-4-((4-(trifluoromethyl)benzyl)amino)phenyl)-7-phenylheptanamide NC1=C(C=CC(=C1F)NCC1=CC=C(C=C1)C(F)(F)F)NC(CCCCCCC1=CC=CC=C1)=O